tertiary butyl-iminotris(diethylamino)niobium C(C)(C)(C)N=[Nb](N(CC)CC)(N(CC)CC)N(CC)CC